FC=1C=C(CCNC(C(=O)N[C@@H]2C(N(C3=C(OC2)C=CC(=C3)C#CC3(COC3)O)C)=O)=O)C=CC1 (S)-N1-(3-fluorophenethyl)-N2-(7-((3-hydroxyoxetan-3-yl)ethynyl)-5-methyl-4-oxo-2,3,4,5-tetrahydrobenzo[b][1,4]oxazepin-3-yl)oxalamide